6-(4-Amino-5-methylpyridin-2-yl)-7-fluoro-4-isopropyl-2-(o-tolyl)isoquinolin-1(2H)-one NC1=CC(=NC=C1C)C=1C=C2C(=CN(C(C2=CC1F)=O)C1=C(C=CC=C1)C)C(C)C